C1(CC1)N1CCN(CC1)C1=CN=C(S1)NC(C1=CC(=C(C(=C1)C=O)O)F)=O N-(5-(4-cyclopropylpiperazin-1-yl)thiazol-2-yl)-3-fluoro-5-formyl-4-hydroxybenzamide